N-bromosuccinimide chloride [Cl-].BrN1C(CCC1=O)=O